imidazolium diacetate C(C)(=O)[O-].C(C)(=O)[O-].N1C=[NH+]C=C1.N1C=[NH+]C=C1